CC1(COB(OC1)C=1C=C(C=C(C1)N1CCOCC1)O)C 3-(5,5-dimethyl-1,3,2-dioxaborinan-2-yl)-5-morpholino-phenol